2-(((2-(azetidin-1-yl)ethyl)(methyl)amino)methyl)-2-((palmitoyloxy)methyl)-propane-1,3-diyl dipalmitate C(CCCCCCCCCCCCCCC)(=O)OCC(COC(CCCCCCCCCCCCCCC)=O)(COC(CCCCCCCCCCCCCCC)=O)CN(C)CCN1CCC1